3-methyl-6-ethylcyclohexane-1,2-dicarboxylate CC1C(C(C(CC1)CC)C(=O)[O-])C(=O)[O-]